CN1C(=NC=2C1=NC(=CC2C)C2CCN(CC2)C2CCN(CC2)CC(C)(O)C)C2=CC=C(C=C2)S(=O)(=O)C 1-(4-(3,7-dimethyl-2-(4-(methylsulfonyl)phenyl)-3H-imidazo[4,5-b]pyridin-5-yl)-[1,4'-bipiperidin]-1'-yl)-2-methylpropan-2-ol